ClC=1C=C(C=C(C1)Cl)C=1C=CN=C2C(=C(C=NC12)NC(=O)[C@H]1CCOC2=CC=CC=C12)N1CCOCC1 (4S)-N-[8-(3,5-Dichlorophenyl)-4-morpholino-1,5-naphthyridin-3-yl]chroman-4-carboxamid